5-(2,2-difluoroethoxy)nicotinic acid FC(COC=1C=NC=C(C(=O)O)C1)F